1-ethoxy-2,2-trifluoroethanol CCOC(C(F)(F)F)O